C(C)(C)(C)OC(N(C)CC(C1=NC(=CC=C1)C(NC=1C=NC(=C(C1)C=1C=NC2=CC(=NC=C2C1)NC)C)=O)(F)F)=O tert-butyl(2,2-difluoro-2-(6-((6-methyl-5-(7-(methylamino)-1,6-naphthyridin-3-yl)pyridin-3-yl)carbamoyl)pyridin-2-yl)ethyl)(methyl)carbamate